3-cyano-2,7-dimethyl-5,7-dihydro-4H-pyrazolo[3,4-c]pyridine-6-carboxylic acid tert-butyl ester C(C)(C)(C)OC(=O)N1C(C=2C(CC1)=C(N(N2)C)C#N)C